1,2,2-trifluoro-2-iodoethane FCC(I)(F)F